CN1C(=CC=2C(=NC(=CC21)C2=CC(=C(C=C2)C2(C[C@H]1CC[C@@H](C2)N1C(C)C)O)F)C)C1=CC=C(C=C1)S(=O)(=O)C (1R,3r,5S)-3-(4-(1,4-Dimethyl-2-(4-(methylsulfonyl)phenyl)-1H-pyrrolo[3,2-c]pyridin-6-yl)-2-fluorophenyl)-8-isopropyl-8-azabicyclo[3.2.1]octan-3-ol